B(O)(O)O.CC1=NNC(=C1)C 3,5-dimethyl-pyrazole borate